[Cr].[Mo] molybdenum-chromium